CS(=O)(=O)O.ClC=1C2=CN(N=C2C=CC1C1=CNC2=NC(=CN=C21)N2C1CC(CC2CC1)(N)C)C endo-8-[7-(4-chloro-2-methyl-2H-indazol-5-yl)-5H-pyrrolo[2,3-b]pyrazin-3-yl]-3-methyl-8-azabicyclo[3.2.1]octan-3-amine, methanesulfonic acid salt